2-(2-((2,3-dihydro-1H-inden-2-yl)amino)oxazole-4-carbonylhydrazino)-3-oxopropanoic acid ethyl ester C(C)OC(C(C=O)NNC(=O)C=1N=C(OC1)NC1CC2=CC=CC=C2C1)=O